CN(CCCC(=O)OCC1=C(C=CC(=C1)OCCCCCCCCCCCCCCCCCC(=O)[O-])OCCCCCCCCCCCCCCCCCC(=O)[O-])C ((2-(((4-(dimethylamino)butanoyl)oxy)methyl)-1,4-phenylene)bis(oxy))bis(octane-8,1-diyl)bis(decanoate)